ClC=1C=C(OC2CCC(CC2)NC(C2=CC=C(C=C2)CCN2CCC(CC2)N2C=CC3=C(C=CC=C23)N2C(NC(CC2)=O)=O)=O)C=CC1C#N N-((1r,4r)-4-(3-chloro-4-cyanophenoxy)cyclohexyl)-4-(2-(4-(4-(2,4-dioxotetrahydropyrimidin-1(2H)-yl)-1H-indol-1-yl)piperidin-1-yl)ethyl)benzamide